COCCN1N=CC=2C1=CN=C(C2)C2=NC=CC(=C2)C2=NOC(=N2)C(F)(F)F 3-(2-(1-(2-Methoxyethyl)-1H-pyrazolo[3,4-c]pyridin-5-yl)pyridin-4-yl)-5-(trifluoromethyl)-1,2,4-oxadiazole